N-cyclopropyl-1-[[5-[2,6-dichloro-4-[6-(difluoromethyl)-3,5-dioxo-1,2,4-triazin-2-yl]phenoxy]-2-hydroxy-phenyl]sulfonyl-amino]cyclopropane C1(CC1)N(C1CC1)S(=O)(=O)C1=C(C=CC(=C1)OC1=C(C=C(C=C1Cl)N1N=C(C(NC1=O)=O)C(F)F)Cl)O